C(C)(C)(C)OC(=O)N1CC(CC1)C(=O)Cl tert-butyl-3-chlorocarbonylpyrrolidine-1-carboxylate